C(C)(C)(C)OC(C=CC1=CC2=C(NC(C(CN2)(C)O)=O)N=C1)=O 3-(3-hydroxy-3-methyl-4-oxo-2,3,4,5-tetrahydro-1H-pyrido[2,3-b][1,4]diazepine-8-Yl)acrylic acid tert-butyl ester